C(C1=CC=CC=C1)C1(CC(=NO1)CNC(C1=CC=C(C=C1)OC)=O)C(=O)OC methyl 5-benzyl-3-((4-methoxybenzamido)methyl)-4,5-dihydroisoxazole-5-carboxylate